perfluoro-dodecyltriethoxysilane FC(C(F)(F)F)(O[Si](OC(C(F)(F)F)(F)F)(OC(C(F)(F)F)(F)F)C(C(C(C(C(C(C(C(C(C(C(C(F)(F)F)(F)F)(F)F)(F)F)(F)F)(F)F)(F)F)(F)F)(F)F)(F)F)(F)F)(F)F)F